4-{[(2-chloro-1,3-thiazol-5-yl)methyl](2-fluoroethyl)amino}furan-2(5H)-one ClC=1SC(=CN1)CN(C1=CC(OC1)=O)CCF